2-(2-(2-(tert-Butoxycarbonyl)-2-phenylhydrazino)-2-oxoethoxy)acetic acid C(C)(C)(C)OC(=O)N(NC(COCC(=O)O)=O)C1=CC=CC=C1